(S)-2-((4-((2-hydroxy-1-phenylethyl)amino)-5-(1,3,4-oxadiazol-2-yl)pyridin-2-yl)amino)-7,7-dimethyl-7,8-dihydroquinolin-5(6H)-one OC[C@H](C1=CC=CC=C1)NC1=CC(=NC=C1C=1OC=NN1)NC1=NC=2CC(CC(C2C=C1)=O)(C)C